8-oxa-2,6-diazaspiro[3.4]octan-7-one C1NCC12CNC(O2)=O